Cl.CN(N[C@@H](CCC(=O)O)C(=O)O)C N-(dimethylamino)glutamic acid hydrochloride